C(C)(C)(C)OC(=O)NCC(C)N N-t-butoxycarbonyl-propylenediamine